4-(((cis)-4-(4-(trifluoromethoxy)phenyl)cyclohexyl)amino)-1H-1,2,3-triazole-5-carboxylic acid FC(OC1=CC=C(C=C1)[C@H]1CC[C@H](CC1)NC=1N=NNC1C(=O)O)(F)F